CN(C1(CCC2(CN(C(N2)=O)CC2=CC(=NC=C2)N2CCCCC2)CC1)C1=CC=CC=C1)C cis-8-dimethylamino-8-phenyl-3-[(2-piperidin-1-yl-pyridin-4-yl)-methyl]-1,3-diazaspiro[4.5]decan-2-one